8-(2,7-dichloro-8-fluoropyrido[4,3-d]pyrimidin-4-yl)-8-azaspiro[4.5]dec-2-en-1-amine ClC=1N=C(C2=C(N1)C(=C(N=C2)Cl)F)N2CCC1(CC=CC1N)CC2